[2-(4-bromo-phenyl)-2,2-difluoro-ethoxy]-acetic acid ethyl ester C(C)OC(COCC(F)(F)C1=CC=C(C=C1)Br)=O